N-(2-(1-(2-(2-(2-((2-(2,6-dioxopiperidin-3-yl)-1,3-dioxoisoindolin-4-yl)amino)ethoxy)ethoxy)ethyl)piperidin-4-yl)-6-methoxy-2H-indazol-5-yl)-6-(trifluoromethyl)picolinamide O=C1NC(CCC1N1C(C2=CC=CC(=C2C1=O)NCCOCCOCCN1CCC(CC1)N1N=C2C=C(C(=CC2=C1)NC(C1=NC(=CC=C1)C(F)(F)F)=O)OC)=O)=O